C(C)[C@]1(C(OCC=2C(N3CC=4C(=NC=5C=C(C(=CC5C4CN4C5(COC(C4)C5)CO)C)F)C3=CC21)=O)=O)O (4S)-4-ethyl-8-fluoro-4-hydroxy-11-((4-(hydroxymethyl)-2-oxa-5-azabicyclo[2.2.1]heptan-5-yl)methyl)-9-methyl-1,12-dihydro-14H-pyrano[3',4':6,7]indolizino[1,2-b]quinoline-3,14(4H)-dione